4-(7-(2-chloro-4-methylphenyl)imidazo[5,1-b]thiazol-5-yl)benzoic acid ClC1=C(C=CC(=C1)C)C=1N=C(N2C1SC=C2)C2=CC=C(C(=O)O)C=C2